silolene [SiH]1=CCCC1